3,3-dichloro-1,3-difluoropropene ClC(C=CF)(F)Cl